BrC1=CC=CC(=N1)[C@H]1[C@@H](C1)C(=O)O trans-(-)-2-(6-bromopyridin-2-yl)cyclopropane-1-carboxylic acid